5-amino-1-[5-(tert-butoxycarbonylamino)pentyl]-6H-pyrazolo[4,3-b]azepine-7-carboxylic acid NC=1CC(=CC2=C(N1)C=NN2CCCCCNC(=O)OC(C)(C)C)C(=O)O